pyrazinomorpholin O1CCNC2=C1N=CC=N2